ClC1=NC(=CC(=C1C(=O)NC=1SC(=NN1)OC[C@H]1[C@H](OCC1)C)C1=CC=NC=C1OC)C chloro-5'-methoxy-6-methyl-N-(5-(((2R,3S)-2-methyltetrahydrofuran-3-yl)methoxy)-1,3,4-thiadiazol-2-yl)-(4,4'-bipyridine)-3-carboxamide